OCC=1C=C(C=CC1C)OB(O)O (3-(hydroxymethyl)-4-methylphenyl)boric acid